CC1(OC2=C(C(=C(C(=C2CC1)C)O)C)C)CCCC(CCCC(CCCC(C)C)C)C 2,5,7,8-tetramethyl-2-(4,8,12-trimethyltridecyl)-3,4-dihydro-2H-chromen-6-ol